CC=1N=C2N(N=C(C=C2)NC2=NN3C(C=C(C=C3)C=3N(N=CC3OC[C@@H]3N(CC3)C)C)=C2)C1 2-methyl-N-[5-[2-methyl-4-[[(2R)-1-methylazetidin-2-yl]methoxy]pyrazol-3-yl]pyrazolo[1,5-a]pyridin-2-yl]imidazo[1,2-b]pyridazin-6-amine